ClC1=C(C=C(C=C1)S(=O)(=O)N[C@@H](CCC(=O)NCC(=O)N[C@@H](CC1=CC(=NC=C1)C(F)(F)F)C(=O)N[C@@H](C(C)(C)C)C(=O)NC1=CC=C(C=C1)C(N)=O)C(=O)O)C(F)(F)F N-[4-chloro-3-(trifluoromethyl)benzene-1-sulfonyl]-L-γ-glutamylglycyl-3-[2-(trifluoromethyl)pyridin-4-yl]-L-alanyl-N-(4-carbamoylphenyl)-3-methyl-L-valinamide